BrC=1C2=C(SC1C(F)(F)P(OCC)(OCC)=O)C(=CC(=C2)C(N)=O)OCC[C@H]2CCN(S2(=O)=O)CC2=CC=C(C=C2)OC |o1:27| diethyl (R or S)-((3-bromo-5-carbamoyl-7-(2-(2-(4-methoxybenzyl)-1,1-dioxidoisothiazolidin-5-yl)ethoxy)benzo[b]thiophen-2-yl)difluoromethyl)phosphonate